ClCCC(OC(C)C)OC(C)C 1-chloro-3,3-diisopropoxypropane